FC1=CC(=C(C(=C1)C(C)C)CC(=O)O)C1=CC(=NC=C1)OCCC1=CC(=C(C=C1)F)S(N)(=O)=O 2-(4-fluoro-2-(2-(4-fluoro-3-sulfamoylphenethoxy)pyridin-4-yl)-6-isopropyl-phenyl)acetic acid